Nonadecyl-urea C(CCCCCCCCCCCCCCCCCC)NC(=O)N